3-(5-((2-(4-methoxy-4-methylpiperidin-1-yl)cyclopentyl)oxy)-1-oxoisoindolin-2-yl)piperidine-2,6-dione COC1(CCN(CC1)C1C(CCC1)OC=1C=C2CN(C(C2=CC1)=O)C1C(NC(CC1)=O)=O)C